CC1=C(C(=CC(=C1)CCCCCC)C)O 2,6-Dimethyl-4-hexylphenol